4-(benzothiazole-6-yl)-N-(5-((4-ethylpiperazine-1-yl)methyl)pyridine-2-yl)-5-fluoropyrimidine-2-amine S1C=NC2=C1C=C(C=C2)C2=NC(=NC=C2F)NC2=NC=C(C=C2)CN2CCN(CC2)CC